C(C)(=O)ON1CC(C(CC1)C1=C(C=C2C(=NN(C2=C1)C)N1C(NC(CC1)=O)=O)F)(F)F (4-[3-(2,4-dioxohexahydropyrimidin-1-yl)-5-fluoro-1-methyl-indazol-6-yl]-3,3-difluoro-1-piperidinyl) acetate